C(C)N1CCC(CC1)NC(N)=O 3-(1-ethylpiperidin-4-yl)urea